3-(1-((1R,4R,5S)-2-Azabicyclo[2.1.1]hexan-5-yl)-6-fluoro-7-(7-fluoro-3-hydroxynaphthalen-1-yl)-2-methyl-4-(1H-1,2,4-triazol-1-yl)-1H-pyrrolo[3,2-c]quinolin-8-yl)propanenitrile [C@H]12NC[C@H]([C@@H]1N1C(=CC=3C(=NC=4C(=C(C(=CC4C31)CCC#N)C3=CC(=CC1=CC=C(C=C31)F)O)F)N3N=CN=C3)C)C2